N[C@H](C(=O)N1CC=2N=C(N=C(C2C1)N1CCOCC1)N/N=C/C1=CC(=CC=C1)C)CC(C)C (2S)-2-Amino-4-methyl-1-[2-{(2E)-2-[(3-methylphenyl)methylidene]hydrazinyl}-4-(morpholin-4-yl)-5,7-dihydro-6H-pyrrolo[3,4-d]pyrimidin-6-yl]pentan-1-one